C1(=CC=CC=C1)N(C(=O)C=1C=C(N(C1C)C)C=1C=C2CCN(CC2=CC1C(=O)N1CC2=CC=CC=C2C[C@H]1C)C(=O)NC1=CC=CC=C1)C1=CC=CC=C1 6-[4-(diphenylcarbamoyl)-1,5-dimethyl-1H-pyrrol-2-yl]-7-{[(3R)-3-methyl-3,4-dihydroisoquinolin-2(1H)-yl]carbonyl}-N-phenyl-3,4-dihydroisoquinoline-2(1H)-carboxamide